BrC=1C=CC2=C(C=C(O2)C(=O)NC2=NC(=C(C(=C2C)C)O)C)C1 5-Bromo-N-(5-hydroxy-3,4,6-trimethylpyridin-2-yl)benzofuran-2-carboxamid